CC1C(CC(C1)O)O 4-methylcyclopentan-1,3-diol